CN1C(=N[C@H](C(=C1CN1CC2(CC2)C[C@H]1C(NC)=O)C(=O)OC)C1=C(C=C(C=C1)F)Cl)C=1SC=CN1 methyl (R)-methyl-4-(2-chloro-4-fluorophenyl)-6-(((S)-6-(methylcarbamoyl)-5-azaspiro[2.4]heptan-5-yl) methyl)-2-(thiazol-2-yl)-1,4-dihydropyrimidine-5-carboxylate